OC1=CC=C(C=C1)[C@H]1N(C[C@@H](CC1)C)C(C(=O)NC=1C=C(C(=NC1)NC(OC(C)(C)C)=O)C)=O tert-butyl N-[5-[[2-[(2S,5R)-2-(4-hydroxyphenyl)-5-methyl-1-piperidyl]-2-oxo-acetyl]amino]-3-methyl-2-pyridyl]carbamate